2-(3-pyridyl)-2H-indazole-5-carboxylic acid methyl ester COC(=O)C1=CC2=CN(N=C2C=C1)C=1C=NC=CC1